BrC1=C(C=C(C=C1)Br)C1=C(C=CC=C1)Br 2,2',5-tribromobiphenyl